(3ar,4as,7br)-7a-(benzyloxy)-2,2-dimethyltetrahydro-3aH-cyclopenta[4,5]furo[2,3-d][1,3]dioxol-5(4aH)-one C(C1=CC=CC=C1)OC12[C@H](O[C@@H]3OC(O[C@@H]31)(C)C)C(CC2)=O